(1R,4S,5R)-5-methyl-1-azabicyclo[2.2.2]octan-3-one hydrochloride Cl.C[C@@H]1[C@H]2C(CN(C1)CC2)=O